CC(C)OC(=O)N1[C@@H](CCC1)C(=O)O (2S)-1-[(propan-2-yloxy)carbonyl]pyrrolidine-2-carboxylic acid